1-(1-acetyl-5-fluoro-1H-pyrrolo[2,3-b]pyridin-3-yl)-3-(6-(4,4-difluorocyclohexyl)pyridin-3-yl)urea C(C)(=O)N1C=C(C=2C1=NC=C(C2)F)NC(=O)NC=2C=NC(=CC2)C2CCC(CC2)(F)F